(R)-benzyl 4-(2-(2-(2-(2-(2-aminoethoxy)ethoxy)ethoxy)ethoxy)-7-(naphthalen-1-yl)-5,6,7,8-tetrahydropyrido[3,4-d]pyrimidin-4-yl)-2-methylpiperazine-1-carboxylate NCCOCCOCCOCCOC=1N=C(C2=C(N1)CN(CC2)C2=CC=CC1=CC=CC=C21)N2C[C@H](N(CC2)C(=O)OCC2=CC=CC=C2)C